C(#N)C1=C(C(=C2N1CCN(C2)C(=O)NCCCC(F)(F)F)C(=O)N)C2=CC(=CC=C2)F 6-cyano-7-(3-fluorophenyl)-N2-(4,4,4-trifluoro-butyl)-3,4-dihydropyrrolo[1,2-a]pyrazine-2,8(1H)-dicarboxamide